C1(=CC=CC2=CC=CC=C12)[C@@H](C)N (R)-alpha-naphthylethylamine